ClC1=C(N=C2C=C(C(=NC2=C1N[C@H](C)C1=C(C=CC(=C1)C#N)F)C=1C=CC(=NC1)P(OCC)(OCC)=O)F)C diethyl 5-(7-chloro-8-{[(1R)-1-(5-cyano-2-fluorophenyl)ethyl]amino}-3-fluoro-6-methyl-1,5-naphthyridin-2-yl)pyridin-2-ylphosphonate